FC(C(=O)O)(F)F.NC1=NN2C(N=CC=C2)=C1C(=O)NC(C)C=1C=C(C=2N(C1C=1C=NC=CC1)C(=NC2)C)Cl 2-Amino-N-[1-(8-chloro-3-methyl-5-pyridin-3-ylimidazo[1,5-a]pyridin-6-yl)ethyl]pyrazolo[1,5-a]pyrimidine-3-carboxamide trifluoroacetate salt